OC1(CCC1)C1=CC=CC(=N1)CN1N=NC(=C1)C1=CC(=NC(=N1)NC(COC1=CC=CC=C1)=O)C=1C=C(C#N)C=CC1 m-[6-(1-{[6-(1-hydroxycyclobutyl)-2-pyridinyl]methyl}-1H-1,2,3-triazol-4-yl)-2-(2-phenoxyacetylamino)-4-pyrimidinyl]benzonitrile